1-[4-(7-ethyl-3,8,9,10-tetrahydrocyclohepta[e]indazol-6-yl)phenyl]piperidine-4-carbaldehyde C(C)C1=C(C2=C(C=3C=NNC3C=C2)CCC1)C1=CC=C(C=C1)N1CCC(CC1)C=O